COC1=CC=C(C=C1)N1N=C(C(C1=O)C(=O)NC1=CC(=CC=C1)C=1OC=CN1)C 1-(4-methoxyphenyl)-3-methyl-N-(3-(oxazol-2-yl)phenyl)-5-oxo-4,5-dihydro-1H-pyrazole-4-carboxamide